4-cyano-4-octyl-biphenyl C(#N)C1(CC=C(C=C1)C1=CC=CC=C1)CCCCCCCC